CN1C(C(=C(C(=C1)C1=CC=2NC3=CC=C(C=C3C2C=C1)C1CCNCC1)C)C)=O 1,3,4-Trimethyl-5-(6-(piperidin-4-yl)-9H-carbazol-2-yl)pyridin-2(1H)-one